4-(((1-(1-((R)-2,2-dichloro-1-methylcyclopropane-1-carbonyl)piperidin-4-yl)-1H-pyrazol-4-yl)methyl)amino)-2-(2,6-dioxopiperidin-3-yl)isoindoline-1,3-dione ClC1([C@](C1)(C(=O)N1CCC(CC1)N1N=CC(=C1)CNC1=C2C(N(C(C2=CC=C1)=O)C1C(NC(CC1)=O)=O)=O)C)Cl